BrC=1C=C2C=CN=C(C2=CC1)NCC1=C(C=C(C=C1)OC)OC 6-bromo-N-[(2,4-dimethoxyphenyl)methyl]isoquinolin-1-amine